tert-butyl 5-(3-((1-((3-amino-4-fluorobenzyl)sulfonyl)-2,2-dimethylpiperidin-4-yl)amino)phenyl)-3-(2-(tert-butoxy)-2-oxoethoxy)-4-chlorothiophene-2-carboxylate NC=1C=C(CS(=O)(=O)N2C(CC(CC2)NC=2C=C(C=CC2)C2=C(C(=C(S2)C(=O)OC(C)(C)C)OCC(=O)OC(C)(C)C)Cl)(C)C)C=CC1F